C(#N)C=1C(=C(C=NC1NC1CCCCC1)C1=C(N=C(S1)C(=O)NCC(C)(C)O)C(=O)N1CCC(CC1)F)C(F)(F)F 5-(5-cyano-6-(cyclohexylamino)-4-(trifluoromethyl)pyridin-3-yl)-4-(4-fluoropiperidine-1-carbonyl)N-(2-hydroxy-2-methylpropyl)thiazole-2-carboxamide